COC(C(CCC1=CC=C(C=C1)I)CN1C(NC(C(=C1)F)=O)=O)=O (5-Fluoro-2,4-dioxo-3,4-dihydropyrimidin-1(2H)-yl)methyl-4-(4-iodophenyl)butanoic acid methyl ester